F[P-](F)(F)(F)(F)F.C(C)N1C(C(C=2C3=C(C=CC12)C=CC=C3)(C)C)C 3-ethyl-2,3-dihydro-1,1,2-trimethyl-1H-benzo[e]indole hexafluorophosphate